8-((5-Bromo-2-((2-methoxy-5-methyl-4-(4-(4-methylpiperazin-1-yl)piperidin-1-yl)phenyl)Amino)pyrimidin-4-yl)amino)-3,4-dihydronaphthalen-1(2H)-one BrC=1C(=NC(=NC1)NC1=C(C=C(C(=C1)C)N1CCC(CC1)N1CCN(CC1)C)OC)NC=1C=CC=C2CCCC(C12)=O